The molecule is an (omega-1)-hydroxy fatty acid ascaroside obtained by formal condensation of the alcoholic hydroxy group of (2E,17R)-17-hydroxyoctadec-2-enoic acid with ascarylopyranose (the alpha anomer). It is a metabolite of the nematode Caenorhabditis elegans. It has a role as a Caenorhabditis elegans metabolite. It is an alpha,beta-unsaturated monocarboxylic acid and an (omega-1)-hydroxy fatty acid ascaroside. It derives from a (2E,17R)-17-hydroxyoctadec-2-enoic acid. It is a conjugate acid of an ascr#31(1-). C[C@H]1[C@@H](C[C@H]([C@@H](O1)O[C@H](C)CCCCCCCCCCCCC/C=C/C(=O)O)O)O